N(=[N+]=[N-])CCCCCCO[C@@H]1O[C@@H]([C@H]([C@@H]([C@@H]1O)O)O)CO (2R,3S,4S,5S,6R)-2-((6-azidohexyl)oxy)-6-(hydroxymethyl)tetrahydro-2H-pyran-3,4,5-triol